C[C@H]1N(CCN(C1)C)C(=O)OC=1C=C2C(=NC=NC2=CC1OC)NC1=C(C(=CC=C1)Cl)F 4-[(3-chloro-2-fluorophenyl)amino]-7-methoxy-6-quinazolinyl (2R)-2,4-dimethyl-1-piperazinecarboxylate